acryloyloxypropylmethyl-diethoxysilane C(C=C)(=O)OCCC[Si](OCC)(OCC)C